C(C)S(=O)(=O)N1[C@@H](CN(CC1)[C@H](CN1C(=CC2=C(C(=CC=C12)CN1CCC2(CN(C2)C2=NC=NC3=CC=C(C=C23)CC(F)(F)F)CC1)C)C#N)C)C |&1:6| 1-{(2S)-2-[(3R/S)-4-(Ethylsulfonyl)-3-methylpiperazin-1-yl]propyl}-4-methyl-5-({2-[6-(2,2,2-trifluoroethyl)quinazolin-4-yl]-2,7-diazaspiro[3.5]non-7-yl}methyl)-1H-indole-2-carbonitrile